ClC=1C(=CC=C2C(=NNC12)C=1NC=CN1)C=1C(=C(C=CC1)NS(=O)(=O)C=1C(=NC=C(C1)F)C)F N-(3-(7-chloro-3-(1H-imidazol-2-yl)-1H-indazol-6-yl)-2-fluorophenyl)-5-fluoro-2-methylpyridine-3-sulfonamide